C(#N)C1=CC=C(OC(C(=O)NC=2SC3=C(N2)C=C(C(=C3)OC)OC)C3=CC=C(C=C3)S(=O)(=O)C3=CC=C(C=C3)C(F)(F)F)C=C1 2-(4-Cyano-phenoxy)-N-(5,6-dimethoxy-benzothiazol-2-yl)-2-[4-(4-trifluoromethyl-benzenesulfonyl)-phenyl]-acetamide